CC1(C2CC3C1(C3C2)C)C The molecule is a monoterpene that is tricyclo[2.2.1.0(2,6)]heptane bearing a three additional methyl substituents (one at position 1 and two at position 7).